heptadecafluorodecyltrifluorosilane FC(C(C(C(C(C(C(F)(F)[Si](F)(F)F)(F)F)(F)F)(F)F)(F)F)(F)F)(CCC(F)(F)F)F